C(C)C=1C=C2C(=C(C(=NC2=C(C1)F)N1C[C@H]([C@@H](C1)C)NC[C@@H]1OCCC1)C1=NC(=NO1)C)C (3S,4R)-1-(6-ethyl-8-fluoro-4-methyl-3-(3-methyl-1,2,4-oxadiazol-5-yl)quinolin-2-yl)-4-methyl-N-(((R)-tetrahydrofuran-2-yl)methyl)pyrrolidin-3-amine